(2,2-Dimethyl-1,3-dioxan-5-yl)methyl 6-bromohexanoate BrCCCCCC(=O)OCC1COC(OC1)(C)C